(E)-1-(N-methyl-pyrrol-2-yl)-3-(naphthalene-2-yl)prop-2-ene-1-one CN1C(=CC=C1)C(\C=C\C1=CC2=CC=CC=C2C=C1)=O